tert-butyl (R)-7-(2-(2,6-dioxopiperidin-3-yl)-1,4-dioxo-1,2,3,4-tetrahydro-5H-pyrrolo[3,4-c]pyridin-5-yl)-2-azaspiro[3.5]nonane-2-carboxylate O=C1NC(CC[C@H]1N1CC=2C(N(C=CC2C1=O)C1CCC2(CN(C2)C(=O)OC(C)(C)C)CC1)=O)=O